COC1=CC=C(C=C1)C=1N=C(SC1)C1=C(C=C(C=C1)C(F)(F)F)O 2-(4-(4-methoxyphenyl)thiazol-2-yl)-5-(trifluoromethyl)phenol